[2-chloro-4-[[3-[3-(trifluoromethyl)-1H-pyrazol-4-yl]imidazo[1,2-a]pyrazin-8-yl]amino]phenyl]-[4-(4-hydroxypiperidine-4-carbonyl)piperazin-1-yl]methanone formate C(=O)O.ClC1=C(C=CC(=C1)NC=1C=2N(C=CN1)C(=CN2)C=2C(=NNC2)C(F)(F)F)C(=O)N2CCN(CC2)C(=O)C2(CCNCC2)O